C(=O)(OCC1C2=CC=CC=C2C2=CC=CC=C12)N[C@@H](CC1=CC=C(C=C1)C(F)(F)F)C(=O)O Fmoc-L-4-trifluoromethylphenylalanine